3-methyl-1-{[2-(methylsulfanyl)-5-[2-(triisopropylsilyl)ethynyl]pyrido[2,3-d]pyrimidin-7-yl]amino}butan-2-ol CC(C(CNC=1C=C(C2=C(N=C(N=C2)SC)N1)C#C[Si](C(C)C)(C(C)C)C(C)C)O)C